ClC1=C2C(N(C(=NC2=CC=C1)[C@@]1(C(=O)OCC)CC=CC=C1)C1=CC=CC=C1)=O ethyl (R)-1-(5-chloro-4-oxo-3-phenyl-3,4-dihydroquinazoline-2-yl)benzoate